FC=1C=C2C(=CNC2=CC1)SC1=CC(=CC=C1)[N+](=O)[O-] 5-fluoro-3-((3-nitrophenyl)thio)-1H-indole